N-(1,3-benzothiazol-2-yl)sulphonamide S1C(=NC2=C1C=CC=C2)NS(=O)=O